C1COCCO1 DIETHYLENE ETHER